N-[2-(1-methylpyrrolidin-2-yl)imidazo[1,2-a]pyridin-6-yl]-[1,2,4]triazolo[4,3-a]pyridine-7-carboxamide CN1C(CCC1)C=1N=C2N(C=C(C=C2)NC(=O)C2=CC=3N(C=C2)C=NN3)C1